7-Bromo-4-oxoquinazolin BrC1=CC=C2C(NC=NC2=C1)=O